1-Hydroxypropylcarbamate OC(CC)NC([O-])=O